5'-fluoro-3'-methyl-5-(octyloxy)-[1,1'-biphenyl] FC=1C=C(C=C(C1)C1=CC=CC(=C1)OCCCCCCCC)C